methyl (R)-3-(3-((tert-butoxycarbonyl)amino)-3-(cyclopropylcarbamoyl)pyrrolidin-1-yl)-2-((6-((tert-butoxycarbonyl)amino)-9H-purin-9-yl)methyl)-5-chlorobenzoate C(C)(C)(C)OC(=O)N[C@]1(CN(CC1)C=1C(=C(C(=O)OC)C=C(C1)Cl)CN1C2=NC=NC(=C2N=C1)NC(=O)OC(C)(C)C)C(NC1CC1)=O